N-Caproic acid CCCCCC(=O)O